COC1=C(C=C(C(=C1)NC1CCN(CC1)C)[N+](=O)[O-])NC1=NC=CC(=N1)C1=CN(C2=CC=CC=C12)C 2-methoxy-N-[4-(1-methyl-1H-indol-3-yl)-2-pyrimidinyl]-N'-(1-methylpiperidin-4-yl)-5-nitrobenzene-1,4-diamine